ClC=1C(=CC(=C(C1)NC(OC(C)(C)C)=O)F)F Tert-butyl (5-chloro-2,4-difluorophenyl)carbamate